4-(Azidomethyl)-N-((S)-1-(((S)-1-((4-(hydroxymethyl)phenyl)amino)-1-oxo-5-ureidopent-2-yl)amino)-3-methyl-1-oxobutan-2-yl)benzamide N(=[N+]=[N-])CC1=CC=C(C(=O)N[C@H](C(=O)N[C@H](C(=O)NC2=CC=C(C=C2)CO)CCCNC(=O)N)C(C)C)C=C1